S1C(=NC2=C1C=CC=C2)NC(=O)C=2C=CC=C1CCN(CC21)C2=CC=C(C(=N2)C(=O)O)C=2C=NN(C2)CC2=C(C=CC=C2)OCCCN(C)C 6-[8-(1,3-benzothiazol-2-ylcarbamoyl)-3,4-dihydroisoquinolin-2(1H)-yl]-3-(1-{2-[3-(dimethylamino)propoxy]benzyl}-1H-pyrazol-4-yl)pyridine-2-carboxylic acid